O1COC2=C1C=CC=C2CN(CC2=CC=CC=C2)CC2=CC(=NC=C2)N2CCCCC2 N-(1,3-benzodioxol-4-ylmethyl)-1-phenyl-N-[[2-(1-piperidyl)-4-pyridyl]methyl]methanamin